COC1=CC=C(CSC2=CC=C3C(=N2)C=NN3)C=C1 5-((4-methoxybenzyl)thio)-1H-pyrazolo[4,3-b]pyridine